N-(6-((5-bromo-2-chloropyrimidin-4-yl)amino)quinoxalin-5-yl)-N-methylcyclopropanemethanesulfonamide BrC=1C(=NC(=NC1)Cl)NC=1C(=C2N=CC=NC2=CC1)N(S(=O)(=O)CC1CC1)C